tributyl-(1,3-dioxolan-2-ylmethyl)phosphonium C(CCC)[P+](CC1OCCO1)(CCCC)CCCC